CC1=NOC(=C1C=1C=C(C=CC1OC)NC(=O)C1CC1)C N-[3-(3,5-dimethylisoxazol-4-yl)-4-methoxy-phenyl]cyclopropanecarboxamide